Z-9,11-dodecadienyl acetate C(C)(=O)OCCCCCCCC\C=C/C=C